OCCN1[C@H]2CN(C[C@@H]1CC2)C=2C=CC(=C(C(=O)N[C@H](C)C1=CC(=CC(=C1)C=1C=NN(C1)C)OC)C2)C 5-[(1R,5S)-8-(2-Hydroxyethyl)-3,8-diazabicyclo[3.2.1]octan-3-yl]-N-[(1R)-1-[3-methoxy-5-(1-methylpyrazol-4-yl)phenyl]ethyl]-2-methyl-benzamide